1-[6-(4-chlorophenoxy)-1H-benzimidazol-1-yl]-2-methylpropan-2-ol ClC1=CC=C(OC=2C=CC3=C(N(C=N3)CC(C)(O)C)C2)C=C1